C(CC=C)C(CP([O-])([O-])=O)C(C#C)(C)C.N(=[N+]=[N-])CCC[N+]1=CC=C(C=C1)COC1=C(C=C(C=C1)Cl)C1=NC2=CC=C(C=C2C(N1)=O)Cl.N(=[N+]=[N-])CCC[N+]1=CC=C(C=C1)COC1=C(C=C(C=C1)Cl)C1=NC2=CC=C(C=C2C(N1)=O)Cl 1-(3-azidopropyl)-4-((4-chloro-2-(6-chloro-4-oxo-3,4-dihydroquinazolin-2-yl)phenoxy)methyl)pyridin-1-ium (3-butenyl)(1,1-dimethyl-2-propynyl)ethylphosphonate